1-(Spiro[azetidine-3,3'-chroman]-6'-yl)dihydropyrimidine-2,4(1H,3H)-dione O1CC2(CC3=CC(=CC=C13)N1C(NC(CC1)=O)=O)CNC2